4-(6-fluoro-5-methylpyridin-3-yl)isoindolin-1-one FC1=C(C=C(C=N1)C1=C2CNC(C2=CC=C1)=O)C